CC=1C=C(C=CC1C)C1=CC=C2C(N(C=NC2=C1)C1CS(C=C1)(=O)=O)=O 7-(3,4-dimethylphenyl)-3-(1,1-dioxido-2,3-dihydrothiophen-3-yl)quinazolin-4(3H)-one